CN1CC(CC1)(C)C(=O)N1[C@H](COC2=C(C1)C(=CC(=C2)C2=NOC(=N2)C(F)(F)F)F)C (3S)-4-[(1,3-dimethylpyrrolidin-3-yl)carbonyl]-6-fluoro-3-methyl-8-[5-(trifluoromethyl)-1,2,4-oxadiazol-3-yl]-3,5-dihydro-2H-1,4-benzoxazepine